CC1(COC1)C1=CC=C(C=C1)CCC=O 3-(4-(3-Methyloxetan-3-yl)phenyl)propanal